C1CCC2=C(C=3CCCC3C=C12)N1N=C(C=C1)N(C(OCC1=CC=CC=C1)=O)CC1=CN=C(S1)C(C)(C)O Benzyl (1-(1,2,3,5,6,7-hexahydros-indacen-4-yl)-1H-pyrazol-3-yl)(2-(2-hydroxypropan-2-yl)thiazol-5-yl)methylcarbamate